L-homoserine tert-butyl ester C(C)(C)(C)OC([C@@H](N)CCO)=O